C12(CC(C1)C2)C(=O)OC(N2C1=C(CCC2)C(=NN1CC1=CC=C(C=C1)OC)C(F)(F)F)C methyl-((1-(4-methoxybenzyl)-3-(trifluoromethyl)-1,4,5,6-tetrahydro-7H-pyrazolo[3,4-b]pyridin-7-yl) methyl) bicyclo[1.1.1]pentane-1-carboxylate